thioperoxide S1OO1